ClC1=C(C=C(N=N1)C=1C=NC=NC1)[C@@H]1[C@H](C1)C(F)(F)F 5-(6-Chloro-5-((1S,2S)-2-(trifluoromethyl)cyclopropyl)pyridazin-3-yl)pyrimidine